1-(5-methylpyrimidin-2-yl)piperidine-4-carbaldehyde CC=1C=NC(=NC1)N1CCC(CC1)C=O